OC1=C(C=CC(=C1)OC)C(C(CC)CO)=O 1-(2-Hydroxy-4-methoxyphenyl)-2-(hydroxymethyl)butan-1-one